C(C1=CN=CC=C1)(=O)OC1=CC(=CC(=C1)C=NC1=C(C(=CC=C1)Cl)Cl)Br 3-bromo-5-((2,3-dichloro-phenylimino)meth-yl)phenyl nicotinate